C(C)(C)(C)OC(C1=CC(=NC(=C1)C(NC)=O)C(C)C1=CC(=CC=C1)OC)=O 2-(1-(3-methoxyphenyl)ethyl)-6-(methylcarbamoyl)isonicotinic acid tert-butyl ester